n-triacontanamide C(CCCCCCCCCCCCCCCCCCCCCCCCCCCCC)(=O)N